[Pt].OC(=O)CCCCCCCCC capric acid platinum